2-cyanoethyl-4-(4-cyano-2-methoxyphenyl)-5-ethoxy-2,8-dimethyl-1,4-dihydro-1,6-naphthyridine-3-carboxylate C(#N)CCOC(=O)C1=C(NC2=C(C=NC(=C2C1C1=C(C=C(C=C1)C#N)OC)OCC)C)C